NC1=C(C=CC(=C1)C(=O)N1CCC(CC1)(F)F)NC=1C=CC(=NC1)C#N 5-((2-amino-4-(4,4-difluoropiperidine-1-carbonyl)phenyl)amino)picolinonitrile